BrCCCCCCOC(CCCCCCC)O[Si](CCCCCCCC)(C)C ((1-((6-bromohexyl)oxy)octyl)oxy)dimethyl(octyl)silane